C(C1=CC=CC=C1)NC1=NC=C(C(=N1)NC1=CC=CC=C1)C(=O)N 2-(benzylamino)-4-(phenylamino)pyrimidine-5-carboxamide